FC(OC1=CC=C(N=N1)C(=O)O)F 6-(difluoromethoxy)pyridazine-3-carboxylic acid